C[C@H]1[C@@H]([C@@H]([C@H]([C@H](O1)NC1=C2N=CN(C2=NC=N1)C1OCCCC1)C1=C(C(=O)O)C=CC=C1)C1=C(C(=O)O)C=CC=C1)OS(=O)(=O)C.CC1=C(C=CC2=CC=C(C=C2)C=CC2=C(C=CC=C2)C)C=CC=C1 1,4-Bis(2-methyl-styryl)benzene (2S,3S,4S,5R,6S)-6-methyl-5-((methylsulfonyl)oxy)-2-((9-(tetrahydro-2H-pyran-2-yl)-9H-purin-6-yl)amino)tetrahydro-2H-pyran-3,4-diyl-dibenzoate